(R)-3-methyl-4-(5-methyl-7-(pyridin-4-yl)-2-(1H-pyrrolo[2,3-b]pyridin-4-yl)-5H-pyrrolo[3,2-d]pyrimidin-4-yl)morpholine C[C@H]1N(CCOC1)C=1C2=C(N=C(N1)C1=C3C(=NC=C1)NC=C3)C(=CN2C)C2=CC=NC=C2